2,2',2''-(10-(2-hydroxy-4-methylbenzyl)-1,4,7,10-tetraazacyclododecane-1,4,7-triyl)triacetic acid OC1=C(CN2CCN(CCN(CCN(CC2)CC(=O)O)CC(=O)O)CC(=O)O)C=CC(=C1)C